C(C)OC(CCCOC1=C(C=C(C=C1F)C1=C(C(=CC=C1)O)Br)F)=O 4-(2'-bromo-3,5-difluoro-3'-hydroxy-biphenyl-4-yloxy)-butyric acid ethyl ester